(R)-4-(2-(2-bromo-4-(trifluoromethyl)phenyl)-1-hydroxyethyl)-2-(pyridin-3-ylmethoxy)benzonitrile BrC1=C(C=CC(=C1)C(F)(F)F)C[C@@H](O)C1=CC(=C(C#N)C=C1)OCC=1C=NC=CC1